ClC=1C=CC(=C(C1)C1=CC(=CN=N1)NC1=CC=NC2=CC(=CC=C12)OCCC1CCN(CC1)C)F N-[6-(5-chloro-2-fluorophenyl)pyridazin-4-yl]-7-[2-(1-methylpiperidin-4-yl)ethoxy]quinolin-4-amine